C(C)(C)(C)OC(=O)N1OCC[C@H]1C1=COC(=C1)C#N.Cl.O1N[C@@H](CC1)C=1C=C(OC1)C#N 4-[(3S)-Isoxazolidin-3-yl]furan-2-carbonitrile HCl salt Tert-butyl-(3S)-3-(5-cyano-3-furyl)isoxazolidine-2-carboxylate